C(C)(C)(C)OC(=O)N1CC(CCC1)N(CCOC1=NC=CC(=C1)C1=C(C(=CC=C1)C(C)C)CC(=O)O)C 2-(2-(2-(2-((1-(tert-butoxycarbonyl)piperidin-3-yl)(methyl)amino)ethoxy)-pyridin-4-yl)-6-isopropylphenyl)acetic acid